C(=CC)N1[C@@H](CCCC1)C=1N(C(=C(N1)C1=CC=C(C=C1)C(NC1=NC=CC(=C1)C#N)=O)C(=O)N)N (S)-2-(1-propenylpiperidin-2-yl)-1-amino-4-(4-((4-cyanopyridin-2-yl)carbamoyl)phenyl)-1H-imidazole-5-carboxamide